C=CC(=O)OC(C(F)(F)F)C(F)(F)F 1,1,1,3,3,3-Hexafluoroisopropyl acrylate